C1(=CC=CC=C1)C=1C=CC2=CC=C3C(=CC=NC3=C2N1)C=1C=C(C=CC1)C1=CC=CC(=N1)C=1N=C2C3=C(C=CC2=C2C=CC=CC12)C=CC=C3 6-(6-(3-(9-phenyl-1,10-phenanthrolin-4-yl)phenyl)pyridin-2-yl)benzo[c]phenanthridine